C12(CC(C1)C2)O bicyclo[1.1.1]Pentane-1-ol